(S)-2-(2,6-DIOXOPIPERIDIN-3-YL)-4-((2-FLUORO-4-((3-MORPHOLINOAZETIDIN-1-YL)METHYL)BENZYL)AMINO)ISOINDOLINE-1,3-DIONE O=C1NC(CC[C@@H]1N1C(C2=CC=CC(=C2C1=O)NCC1=C(C=C(C=C1)CN1CC(C1)N1CCOCC1)F)=O)=O